FC1=C(C(=CC(=C1)C#CC1=CC=CC=C1)F)N1C=2N(C(C1=O)C)C=CN2 1-(2,6-difluoro-4-(phenylethynyl)phenyl)-3-methyl-1H-imidazo[1,2-a]imidazol-2(3H)-one